2-(methacryloyloxy)benzoic acid-2-isopropyl-5-methylcyclohexyl ester C(C)(C)C1C(CC(CC1)C)OC(C1=C(C=CC=C1)OC(C(=C)C)=O)=O